COC1=NC(=CC(=N1)N1CN(C2=CC(=CC=C2C1=O)C(F)(F)F)C1=C(C=C(C=C1)F)C)OC 3-(2,6-dimethoxypyrimidin-4-yl)-1-(4-fluoro-2-methylphenyl)-7-(trifluoromethyl)-2,3-dihydroquinazolin-4(1H)-one